3-(3-methyl-4-nitro-1H-pyrazol-1-yl)cyclobutane-1-carboxamide CC1=NN(C=C1[N+](=O)[O-])C1CC(C1)C(=O)N